CN(C1=C2C=CC=C(C2=CC=C1)S(=O)(=O)N1[C@@H](CC2=CC=CC=C12)C(=O)NCCCCCC(=O)OC)C (S)-methyl 6-(1-((5-(dimethylamino)naphthalene-1-yl)sulfonyl)indoline-2-carboxamido)hexanoate